NCC[N+](C)(C)C (2-Aminoethyl)trimethylammonium